3-chloro-N-[dideuterio(1λ2-azinan-4-yl)methyl]-5-fluoro-benzamide hydrochloride Cl.ClC=1C=C(C(=O)NC(C2CC[N]CC2)([2H])[2H])C=C(C1)F